CN1C(=NC(=C1)C(F)(F)F)C1=CC=C(CN2N=CC=3C2=NC(=NC3)C3=C(C=CC=C3)S(=O)(=O)C)C=C1 1-(4-(1-methyl-4-(trifluoromethyl)-1H-imidazol-2-yl)benzyl)-6-(2-(methylsulfonyl)-phenyl)-1H-pyrazolo[3,4-d]pyrimidine